OC(CN(CCO)CC(C)O)C N,N-bis-(2-hydroxypropyl)-N-(hydroxy-ethyl)amine